6-[[5-(trifluoromethyl)-7H-pyrrolo[2,3-d]pyrimidin-2-yl]methyl]-2-azaspiro[3.3]heptane-2-carboxylic acid tert-butyl ester C(C)(C)(C)OC(=O)N1CC2(C1)CC(C2)CC=2N=CC1=C(N2)NC=C1C(F)(F)F